FC1=CC(=C(C=C1)C=1C=C(N)C=CC1)C1=NN(C=C1C)COCC[Si](C)(C)C 3-[4-fluoro-2-[4-methyl-1-(2-trimethylsilylethoxymethyl)pyrazol-3-yl]phenyl]aniline